NC1=[NH+]C(=CC(=N1)C)N1C[C@H](CCC1)[NH3+] (S)-2-amino-6-(3-ammoniopiperidin-1-yl)-4-methylpyrimidin-1-ium